BrC=1C=C2C(=C(C(N(C2=CC1F)C)=O)C#N)Cl 6-bromo-4-chloro-7-fluoro-1-methyl-2-oxo-1,2-dihydroquinoline-3-carbonitrile